trans-rac-tert-butyl (2-hydroxycyclobutyl)carbamate O[C@H]1[C@@H](CC1)NC(OC(C)(C)C)=O |r|